BrC(C(C)=O)(F)F 1-bromo-1,1-difluoro-propan-2-one